ammonium 2-hexyl adipate C(CCCCC(=O)[O-])(=O)OC(C)CCCC.[NH4+]